((S)-2-((S)-2-amino-3-cyclopropyl-N-methylpropanamido)-3-cyclopropylpropanoyl)-3-oxo-2,3-dihydro-1H-spiro[isoquinoline-4,3'-pyrrolidine]-5'-carboxamide N[C@H](C(=O)N(C)[C@H](C(=O)N1CC2(CC1C(=O)N)C(NCC1=CC=CC=C12)=O)CC1CC1)CC1CC1